OC1=CC=C(C(NCC(=O)[O-])=O)C=C1 4-hydroxyhippurate